ClC1=CC=C(C=N1)S(=O)(=O)C1=CC=C(C=C1)NC(=O)NCC1=CN=CO1 1-[4-(6-Chloro-pyridine-3-sulfonyl)-phenyl]-3-oxazol-5-ylmethyl-urea